COC1=CC=C(C=N1)OC=1C=NC=2CCN(CC2C1)C1=C(C(=C(N=N1)C#N)C)C 6-(3-((6-methoxypyridin-3-yl)oxy)-7,8-dihydro-1,6-naphthyridin-6(5H)-yl)-4,5-dimethylpyridazine-3-carbonitrile